C(CC(C)C)OC(C(O)C1=CC=CC=C1)=O.ClC=1C(=CC2=C(C[C@](O2)(C2=CC=CC=C2)CNC)C1C1=C(C(=O)N)C=CC(=C1F)OCCO)F 2-((2s,4s)-5-chloro-6-fluoro-2-((methylamino)methyl)-2-phenyl-2,3-dihydrobenzofuran-4-yl)-3-fluoro-4-(2-hydroxyethoxy)benzamide isoamyl-DL-mandelate